FC(S(=O)(=O)OC1=NSC=2C1=NC(=CC2C2=C(C=CC=C2)S(=O)(=O)C)N2[C@@H](COCC2)C)(F)F 7-(2-methanesulfonylphenyl)-5-[(3R)-3-methylmorpholin-4-yl]-[1,2]thiazolo[4,5-b]pyridin-3-yl trifluoromethanesulfonate